C(CCCC)[Al](CCCCC)Cl di-n-pentyl-aluminum monochloride